CC=1C(=C(SC1)C(=O)N1CCOCC1)CC(=O)N (4-methyl-2-(morpholine-4-carbonyl)thiophen-3-yl)acetamide